3-tert-butyl-6-(ethylsulfanyl)-1H-1,3,5-triazine-2,4-dione C(C)(C)(C)N1C(NC(=NC1=O)SCC)=O